CC1CC(OCC1)CCC tetrahydro-4-methyl-2-propyl-2h-pyran